tert-butyl 3-(7-bromo-2-chloro-8-fluoro-6-vinyl-quinazolin-4-yl)-3,8-diazabicyclo[3.2.1]octane-8-carboxylate BrC1=C(C=C2C(=NC(=NC2=C1F)Cl)N1CC2CCC(C1)N2C(=O)OC(C)(C)C)C=C